rac-3-(3,5-difluorophenyl)-7-methyl-2-(methyl-d3)-4,5,6,7-tetrahydro-2H-pyrazolo[3,4-c]pyridine FC=1C=C(C=C(C1)F)C=1N(N=C2[C@H](NCCC21)C)C([2H])([2H])[2H] |r|